C(CC)(=O)N1CCN(CC1)C1(CCOCC1)C1=CC=C(C=C1)[C@H](C)NC=1N=CC2=C(N1)N(C(C=C2)=O)C(C)C 2-{[(1S)-1-{4-[4-(4-propanoylpiperazin-1-yl)tetrahydro-2H-pyran-4-yl]phenyl}ethyl]amino}-8-(propan-2-yl)pyrido[2,3-d]pyrimidin-7(8H)-on